(R,Z)-2-(5-Methyl-3-((1-(5-(4-methylpyridin-3-yl)-2-oxo-1H-pyrrolo[2,3-c]pyridin-3(2H)-ylidene)ethyl)amino)-1H-pyrazol-1-yl)propanenitrile CC1=CC(=NN1[C@@H](C#N)C)N\C(\C)=C\1/C(NC2=CN=C(C=C21)C=2C=NC=CC2C)=O